(4-fluorophenyl)-5-hydroxy-2-methyl-4-(piperidin-1-ylmethyl)-1H-indole-3-carboxylic acid ethyl ester C(C)OC(=O)C1=C(N(C2=CC=C(C(=C12)CN1CCCCC1)O)C1=CC=C(C=C1)F)C